C(CCCCCCC\C=C/CCCCCCCC)(=O)O.C(CCCCCCC\C=C/CCCCCCCC)(=O)O.C(CCCCCCC\C=C/CCCCCCCC)(=O)O.OCC(O)CO.OCC(O)CO.OCC(O)CO triglycerine trioleate